(4,4-difluorocyclohexyl)-2-methoxy-4-methyl-1H-imidazole-1-carboxamide FC1(CCC(CC1)C1=C(N=C(N1C(=O)N)OC)C)F